BrC=1N=C2C(=NC1)N(C(=N2)C=2C=NC=C(C2)F)CC 5-bromo-1-ethyl-2-(5-fluoropyridin-3-yl)-1H-imidazo[4,5-b]pyrazine